tert-butyl 3-((6-chloro-8-(4-methoxy-4-oxobutyl)-2,2-dioxido-1-((2-(trimethylsilyl)ethoxy)methyl)-4,9-dihydro-[1,2,6]thiadiazino[4,3-g]indol-3(1H)-yl)methyl)piperidine-1-carboxylate ClC=1C=2C=C(NC2C2=C(C1)CN(S(N2COCC[Si](C)(C)C)(=O)=O)CC2CN(CCC2)C(=O)OC(C)(C)C)CCCC(=O)OC